1-(4-(Cyclohexylmethoxy)benzyl)-1H-imidazole-4-carboxylic acid methyl ester COC(=O)C=1N=CN(C1)CC1=CC=C(C=C1)OCC1CCCCC1